(S)-1-cyclopropyl-2-((cis)-4-(6-fluoroquinolin-4-yl)cyclohexyl)ethane-1-amine hydrochloride Cl.C1(CC1)[C@H](C[C@@H]1CC[C@@H](CC1)C1=CC=NC2=CC=C(C=C12)F)N